N1(CCN(CCN(CC1)C(CCC(=O)O)C(=O)O)C(CCC(=O)O)C(=O)O)C(CCC(=O)O)C(=O)O 1,4,7-triazacyclononane-1,4,7-triglutaric acid